CC1CN=C(O1)C1=CC=C(C=C1)C=1OC(CN1)C 1,4-bis(5-methyl-2-oxazoline-2-yl)benzene